C(C(C)=C)O methallylalcohol